2-(1-cyanopyrrolidin-3-yl)-N-(5-phenylthiazol-2-yl)acetamide C(#N)N1CC(CC1)CC(=O)NC=1SC(=CN1)C1=CC=CC=C1